BrC1=CC2=C(NC(=N2)N2CCN(CC2)C(=O)C2=CC=C(C=C2)C2=NC3=C(N2)C=CC=C3C(=O)N)C=C1 2-(4-(4-(5-bromo-1H-benzo[d]imidazol-2-yl)piperazine-1-carbonyl)phenyl)-1H-benzo[d]imidazole-4-carboxamide